methoxy-N-methyl-4-(2-(3-(trifluoromethoxy)phenethyl)phenoxy)-N-(trifluoromethyl)butan-1-amine COC(CCCOC1=C(C=CC=C1)CCC1=CC(=CC=C1)OC(F)(F)F)N(C(F)(F)F)C